6-(4-carboxy-2,5-dihydroxybenzoylamino)pyridine-2,5-dicarboxylic acid C(=O)(O)C1=CC(=C(C(=O)NC2=C(C=CC(=N2)C(=O)O)C(=O)O)C=C1O)O